C1(CC1)C1=C(C=NN1C=1C=2C3=C(C(NC3=CC1)=C=O)C=CC2)C(=O)O 5-cyclopropyl-1-(2-carbonyl-1,2-dihydrobenzo[cd]indol-6-yl)-1H-pyrazole-4-Carboxylic acid